C[S+](CC[C@@H](C(=O)[O-])N)C[C@@H]1[C@H]([C@H]([C@@H](O1)N2C=NC3=C(N=CN=C32)N)O)O S-adenosyl-L-methionine